4-((1H-Pyrrolo[2,3-c]pyridin-4-yl)amino)-N-(4-(4-methylpiperazin-1-yl)phenyl)-2-oxo-1,2-dihydropyridine-3-carboxamide N1C=CC=2C1=CN=CC2NC2=C(C(NC=C2)=O)C(=O)NC2=CC=C(C=C2)N2CCN(CC2)C